F[C@@H]1CN(CC[C@@H]1NC1=C2C=C(N(C2=CC=C1)CC(F)(F)F)C(N)=NO)C 4-(((3R,4S)-3-fluoro-1-methylpiperidin-4-yl)amino)-N'-hydroxy-1-(2,2,2-trifluoroethyl)-1H-indole-2-carboximidamide